C(#N)C1=C(C=CC(=C1)C(=O)O)C1=C(C=C(C=C1)OCC(F)(F)F)OCC(F)(F)F cyano-2',4'-bis(2,2,2-trifluoroethoxy)-[1,1'-biphenyl]-4-carboxylic acid